C(C1=CC=CC=C1)OC(N[C@@H]1C(NC[C@H]1C1=NC=C(C=C1F)OC)=O)=O |o1:10,14| (-)-[(3S*,4R*)-4-(3-fluoro-5-methoxypyridin-2-yl)-2-oxopyrrolidin-3-yl]carbamic acid benzyl ester